CN1CC2=CC(=CC(=C2CC1)C)C=1N=C(C(=NC1)N)OCC1=C2C(=NC=C1)N(C=C2)COCC[Si](C)(C)C 5-(2,5-dimethyl-1,2,3,4-tetrahydroisoquinolin-7-yl)-3-((1-((2-(trimethylsilyl)ethoxy)methyl)-1H-pyrrolo[2,3-b]pyridin-4-yl)methoxy)pyrazin-2-amine